tert-butyl (4S)-4-[[(R)-2-methylpropane-2-sulfinyl]amino]-4,6-dihydrospiro[cyclopenta[d][1,3]thiazole-5,4-piperidine]-1-carboxylate CC(C)(C)[S@@](=O)N[C@@H]1C=2N=CS(C2CC12CCNCC2)C(=O)OC(C)(C)C